C(C)(=O)N1C(CC(C2=CC(=CC=C12)C1=CC=C(C=C1)N1CCC(CC1)N1CCN(CC1)CC=1C=C(C=CC1)NC1C(NC(CC1)=O)=O)NC1=CC=C(C=C1)Cl)C 3-((3-((4-(1-(4-(1-acetyl-4-((4-chlorophenyl)amino)-2-methyl-1,2,3,4-tetrahydroquinolin-6-yl)phenyl)piperidin-4-yl)piperazin-1-yl)methyl)phenyl)amino)piperidine-2,6-dione